N6,N6-bis-(tert-butoxycarbonyl)-2'-fluoro-2'-deoxy-3'-O-(tert-butoxycarbonyl)-2-chloro-adenosine C(C)(C)(C)OC(=O)N(C=1C=2N=CN([C@H]3[C@@H]([C@H](OC(=O)OC(C)(C)C)[C@@H](CO)O3)F)C2N=C(N1)Cl)C(=O)OC(C)(C)C